Ethyl 4-((2-(tert-butoxycarbonyl)-1,2,3,4-tetrahydroisoquinolin-6-yl) amino)-7-methoxy-1,8-naphthyridine-3-carboxylate C(C)(C)(C)OC(=O)N1CC2=CC=C(C=C2CC1)NC1=C(C=NC2=NC(=CC=C12)OC)C(=O)OCC